(2-fluorophenyl)-5-methyl-2-(3-(piperidin-1-yl)benzyl)-2,4,5,6-tetrahydropyrrolo[3,4-c]Pyrazole FC1=C(C=CC=C1)C1=C2C(=NN1CC1=CC(=CC=C1)N1CCCCC1)CN(C2)C